tri(4-tolyl)boroxine C1(=CC=C(C=C1)B1OB(OB(O1)C1=CC=C(C=C1)C)C1=CC=C(C=C1)C)C